N-(3,4-dimethylphenyl)-4-[3-(3,5-dimethylpyrazol-1-yl)-6-oxopyridazin-1-yl]piperidine-1-carboxamide CC=1C=C(C=CC1C)NC(=O)N1CCC(CC1)N1N=C(C=CC1=O)N1N=C(C=C1C)C